2-[2-(difluoromethyl)phenyl]-N-{4-[1-(difluoromethyl)-1H-Pyrazol-4-yl]-3-sulfamoylphenyl}acetamide HEXENYL-3-TRANS-ACETATE C(=CCCCC)CC(=O)O.FC(C1=C(C=CC=C1)CC(=O)NC1=CC(=C(C=C1)C=1C=NN(C1)C(F)F)S(N)(=O)=O)F